isoquinoline-4,6-diol C1=NC=C(C2=CC(=CC=C12)O)O